C1(=CCCCC1)C=1C(=NNC1N)C1=CC=CC=C1 4-(Cyclohex-1-en-1-yl)-3-phenyl-1H-pyrazol-5-amine